3-methyl-4-nitropyridine 1-oxide CC=1C=[N+](C=CC1[N+](=O)[O-])[O-]